COCOC(C#N)C#N 2-(methoxymethoxy)-malononitrile